tert-butyl (2S,6S)-4-[4-[[7-(methanesulfonamidomethyl)-2-methyl-indazol-5-yl]carbamoyl]-2-methoxy-1,3-benzothiazol-7-yl]-2,6-dimethyl-piperazine-1-carboxylate CS(=O)(=O)NCC1=CC(=CC2=CN(N=C12)C)NC(=O)C1=CC=C(C2=C1N=C(S2)OC)N2C[C@@H](N([C@H](C2)C)C(=O)OC(C)(C)C)C